(2,6-dichlorobenzyl)(propargyl)amine ClC1=C(CNCC#C)C(=CC=C1)Cl